4-bromobenzene-1-diazonium chloride [Cl-].BrC1=CC=C(C=C1)[N+]#N